[I].N1C=CC2=CC=C3C(=C12)C=CC=C3 benzindole iodine